CC1=NN(C2=C1C=NC(=C2)NC(C)=O)C2=NC(=CC=C2)C2COCC2 N-(3-methyl-1-(6-(tetrahydrofuran-3-yl)pyridin-2-yl)-1H-pyrazolo[4,3-C]pyridin-6-yl)acetamide